Dimethylbehenylammonium 4-methylbenzoate CC1=CC=C(C(=O)[O-])C=C1.C[NH+](CCCCCCCCCCCCCCCCCCCCCC)C